OC1CCN(CC1)CCN(C(=O)C1=CC=C(CN2CCC(CC2)C(=O)O)C=C1)C 1-(4-((2-(4-hydroxypiperidin-1-yl)ethyl)(methyl)carbamoyl)benzyl)PIPERIDINE-4-carboxylic acid